Z-geranyl-acetone C(\C=C(\C)/CCC=C(C)C)CC(C)=O